NC=1C=2N(C=C(N1)C(F)(F)F)C(=CN2)C=2C=C(C=CC2F)CC 1-(3-(8-Amino-6-(trifluoromethyl)imidazo[1,2-a]pyrazin-3-yl)-4-fluorophenyl)ethan